C(C)(C)(C)OC(=O)N[C@H](C(=O)O)CCC(=O)O (2S)-2-{[(tert-butoxy)carbonyl]amino}glutaric acid